bromo-5-(difluoromethoxy)benzoic acid methyl ester COC(C1=C(C=CC(=C1)OC(F)F)Br)=O